ClC1=CC=C(C=C1)C=1C(=NC(=NC1)C=1C=NC=CC1)NC(C)C1CCN(CC1)C (4-chlorophenyl)-N-(1-(1-methylpiperidin-4-yl)ethyl)-2-(pyridin-3-yl)pyrimidin-4-amine